C1(CC1)C([C@@H](C(=O)NC1=NC(=C(C=C1)C=1C=NC=C(C1C(F)(F)F)F)F)NC(=O)C=1N(N=CC1)C(C)C)C1CC1 N-[(1S)-1-(dicyclopropyl-methyl)-2-[[6-fluoro-5-[5-fluoro-4-(trifluoromethyl)-3-pyridyl]-2-pyridyl]amino]-2-oxo-ethyl]-2-isopropyl-pyrazole-3-carboxamide